2-(3-fluorobenzyl)-9H-pyrido[2',3':4,5]pyrrolo[2,3-d]pyrimidine-7-carboxylic acid methyl ester COC(=O)C1=CC2=C(C3=C(N=C(N=C3)CC3=CC(=CC=C3)F)N2)N=C1